C(#N)C1(CCC(C(C1)C(=O)OCC)=O)C1=NC=CC=C1 ethyl 5-cyano-2-oxo-5-(pyridin-2-yl)cyclohexane-1-carboxylate